N(=[N+]=[N-])C1=NC=C(C=C1N1C(CCC1)=O)C(F)(F)F 1-(2-azido-5-(trifluoromethyl)pyridin-3-yl)pyrrolidin-2-one